ClC1=CC=C(CN2[C@@]3(CCN(C3)C3=NC=NC=C3)C(N(CC2=O)C(C)C)=O)C=C1 (R)-6-(4-chlorobenzyl)-9-isopropyl-2-(pyrimidin-4-yl)-2,6,9-triazaspiro-[4.5]decane-7,10-dione